benzyl (2S)-2-(cyanomethyl)-4-[6-[(3-methoxy-1-naphthyl)carbamoyl]-2-(3-pyridyl)pyrimidin-4-yl]piperazine-1-carboxylate C(#N)C[C@@H]1N(CCN(C1)C1=NC(=NC(=C1)C(NC1=CC(=CC2=CC=CC=C12)OC)=O)C=1C=NC=CC1)C(=O)OCC1=CC=CC=C1